CC1N(CCC2=CC=CC=C12)C=O 1-methyl-3,4-dihydroisoquinoline-2(1H)-methanone